dl-1,3-dimethyl-3-(tertbutylperoxy)butylcarbonate CC(CC(C)(OOC(C)(C)C)C)OC([O-])=O